C(C)(C)[Ge](COC1=CC(=C(C=C1C=1C(=C(C=C(C1)C)N1C2=CC=CC=C2C=2C=CC=CC12)O)F)F)(COC1=CC(=C(C=C1C=1C(=C(C=C(C1)C)N1C2=CC=CC=C2C=2C=CC=CC12)O)F)F)C(C)C 6',6'''-(((diisopropylgermanediyl)bis(methylene))bis(oxy))bis(3-(9H-carbazol-9-yl)-3',4'-difluoro-5-methyl-[1,1'-biphenyl]-2-ol)